C(#N)C=1C=C(C=CC1)C=1N=C(SC1C1=CC(=NC(=C1)C)C)NC(=O)N1C2CNCC1CC2 N-[4-(3-Cyanophenyl)-5-(2,6-dimethyl-4-pyridyl)thiazol-2-yl]-3,8-diazabicyclo[3.2.1]octan-8-carboxamid